N-methyl-N-(2-{methyl-[2-(methylamino)ethyl]amino}ethyl)glycyl-L-asparaginyl-L-prolyl-L-valine CN(CC(=O)N[C@@H](CC(N)=O)C(=O)N1[C@@H](CCC1)C(=O)N[C@@H](C(C)C)C(=O)O)CCN(CCNC)C